4-[(4-Hydroxy-N-[3-[6-[(3S)-3-(morpholinomethyl)-3,4-dihydro-1H-isoquinoline-2-carbonyl]-1,3-benzodioxol-5-yl]-5,6,7,8-tetrahydroindolizine-1-carbonyl]anilino)methyl]benzoic acid OC1=CC=C(N(C(=O)C=2C=C(N3CCCCC23)C2=CC3=C(OCO3)C=C2C(=O)N2CC3=CC=CC=C3C[C@H]2CN2CCOCC2)CC2=CC=C(C(=O)O)C=C2)C=C1